((7R)-7-Amino-2-azabicyclo[2.2.1]heptan-2-yl)(2-(6-(4-aminopiperidin-1-yl)-1-(cyclopropylmethyl)-1H-indol-2-yl)-4-methoxy-3-methylbenzofuran-6-yl)methanone N[C@H]1C2N(CC1CC2)C(=O)C2=CC1=C(C(=C(O1)C=1N(C3=CC(=CC=C3C1)N1CCC(CC1)N)CC1CC1)C)C(=C2)OC